7-bromo-2-methyl-1,3-benzoxazol-6-amine BrC1=C(C=CC=2N=C(OC21)C)N